C1(=CC=CC=C1)[Re](Cl)Cl phenylrhenium dichloride